C1CC12N(CCC2)C(=O)NC(C(=O)O)CCN(CCCCC2=NC=1NCCCC1C=C2)CCOCC 2-(4-azaspiro[2.4]heptane-4-carbonylamino)-4-[2-ethoxyethyl-[4-(5,6,7,8-tetrahydro-1,8-naphthyridin-2-yl)butyl]amino]butanoic acid